C1(CC1)C1=C(C=C(C=C1OCC)C(C)=O)OCC 1-(4-Cyclopropyl-3,5-Diethoxyphenyl)Ethan-1-One